C12C3CCCC3C(C(C1)OC(C=C)=O)C2 acrylic acid tricyclo[5.2.1.02,6]dec-8-yl ester